tert-butyl (6-hydroxy-6-(4-(trifluoromethoxy)phenyl)spiro[3.3]heptan-2-yl)carbamate OC1(CC2(CC(C2)NC(OC(C)(C)C)=O)C1)C1=CC=C(C=C1)OC(F)(F)F